[Cl-].C(=C)C=1C(=NC=CC1C1=CC=NC=C1)CC1=CC=CC=C1 vinylbenzyl-4,4'-bipyridine chloride